platinum Sulfamic acid S(N)(O)(=O)=O.[Pt]